COC(=O)C=1C=CC2=C(N(C(=N2)CN2CCC(=CC2)C2=NC(=CC=C2)OCCC2=C(C=C(C=C2)Cl)F)C[C@H]2OCC2)C1 2-((6-((4-Chloro-2-fluorophenyl)ethoxy)-3',6'-dihydro-[2,4'-bipyridin]-1'(2'H)-yl)methyl)-1-((S)-oxetan-2-ylmethyl)-1H-benzo[d]imidazole-6-carboxylic acid methyl ester